C(C(CS)S)S propane-1,2,3-trithiol